4-(hydroxymethyl)imidazoline-2-one OCC1NC(NC1)=O